ClC1=NC=C(C(=N1)NCCC1=C(C=CC=C1)C)C(=O)N 2-chloro-4-[(2-methylphenyl-ethyl)amino]pyrimidin-5-carboxamide